4-{(1S,3S)-3-[5-(2,4-difluorophenyl)-1,3,4-oxadiazol-2-yl]-2,2-dimethylcyclopropyl}benzenesulfonamide FC1=C(C=CC(=C1)F)C1=NN=C(O1)[C@@H]1C([C@H]1C1=CC=C(C=C1)S(=O)(=O)N)(C)C